C[Si](=C1C=CC2=C(C=3CCCC3C=C12)C1=C(C=CC=C1)C)C dimethylsilanediyl-(2-methyl-4-phenyl-(1,5,6,7-tetrahydro-s-indacene))